trifluoromethyl-pyrazole-4-carboxamide FC(F)(F)C1=NNC=C1C(=O)N